C(CC(=O)O)CSSCCCC(=O)O The molecule is an organic disulfide resulting from the formal oxidative dimerisation of 4-sulfanylbutanoic acid. It is an organic disulfide and a dicarboxylic acid. It derives from a 4-sulfanylbutanoic acid. It is a conjugate acid of a 4,4'-disulfanyldibutanoate.